FC(COC=1C=C2C(=C(C(N(C2=CC1)C)=O)C(=O)N)N1CCC(CC1)C=1OC2=C(N1)C=C(C=C2)C)(C)F 6-(2,2-Difluoropropoxy)-1-methyl-4-[4-(5-methyl-1,3-benzooxazol-2-yl)piperidin-1-yl]-2-oxo-1,2-dihydroquinoline-3-carboxamide